[Mo](=[Te])=[Te] molybdenum di-telluride